2-((5-methylisoxazol-3-yl)methoxy)-7-(4-(pyrrolidin-1-ylmethyl)benzyl)imidazo[2,1-f][1,2,4]triazin-4-amine CC1=CC(=NO1)COC1=NN2C(C(=N1)N)=NC=C2CC2=CC=C(C=C2)CN2CCCC2